ClC1=C(OCC2=CNC(O2)=O)C=CC=C1Cl 5-[(2,3-dichlorophenoxy)methyl]oxazol-2(3H)-one